ClC1=C(C(=O)OC)C=C(C(=C1)Cl)C1=NC=CC=C1 methyl 2,4-dichloro-5-(2-pyridyl)benzoate